O=C1NC(CCC1N1C(C2=CC=CC(=C2C1=O)NCC1=CN=C(S1)C1=C(C=CC=C1)C1=CC=C(C=C1)OC1COC1)=O)=O 2-(2,6-dioxopiperidin-3-yl)-4-((((2-(4-(oxetan-3-yloxy)phenyl)phenyl)thiazole-5-yl)methyl)amino)isoindoline-1,3-dione